(7S)-4,5,7,8-tetramethyl-2-((trans-3-(2,4,5-trifluorophenoxy)-cyclobutyl)amino)-7,8-dihydropteridin-6(5H)-one CC1=NC(=NC=2N([C@H](C(N(C12)C)=O)C)C)N[C@@H]1C[C@H](C1)OC1=C(C=C(C(=C1)F)F)F